FC1=C(C=CC(=C1)F)[C@H](C)NC(C(=C)N1C(NC2=CC=CC(=C2C1=O)O)=O)=O N-[(1S)-1-(2,4-difluorophenyl)ethyl]-2-(5-hydroxy-2,4-dioxo-1H-quinazolin-3-yl)propenamide